2-(1-hydroxyethyl)benzene-1,4-diol OC(C)C1=C(C=CC(=C1)O)O